itaconic acid mono-n-butyl-acrylate C(CCC)OC(C=C)=O.C(C(=C)CC(=O)O)(=O)O